FC(C=1C=C(C=C(C1)C(F)(F)F)C(C(=O)N(C=1C=NC(=CC1C1=C(C=CC=C1)C)N1CCN(CC1)C)C)(C)C)(F)F 2-(3,5-bis(trifluoromethyl)phenyl)-N,2-dimethyl-N-(6-(4-methylpiperazin-1-yl)-4-(o-tolyl)pyridin-3-yl)propanamide